tetra-(o-nitrophenyl)iron [N+](=O)([O-])C1=C(C=CC=C1)[Fe](C1=C(C=CC=C1)[N+](=O)[O-])(C1=C(C=CC=C1)[N+](=O)[O-])C1=C(C=CC=C1)[N+](=O)[O-]